4-(6-((6-aminopyrimidin-4-yl)amino)-1H-pyrazolo[4,3-c]pyridin-1-yl)-3-(trifluoromethyl)benzonitrile NC1=CC(=NC=N1)NC1=CC2=C(C=N1)C=NN2C2=C(C=C(C#N)C=C2)C(F)(F)F